3-[2-[4-[(4-fluoro-4-piperidyl)methyl]piperazin-1-yl]-4-pyridyl]-5-(1-methylcyclopropoxy)-1H-indazole FC1(CCNCC1)CN1CCN(CC1)C1=NC=CC(=C1)C1=NNC2=CC=C(C=C12)OC1(CC1)C